FC(C(=O)O)(F)F.FC(C(=O)O)(F)F.CC1=C(C(=O)N[C@H](C)C2=CC=CC3=CC=CC=C23)C=C(C=C1)NC(CN1CCNCC1)=O (R)-2-methyl-N-(1-(naphthalen-1-yl)ethyl)-5-(2-(piperazin-1-yl)acetamido)benzamide bis(2,2,2-trifluoroacetate)